C(#C)C=1C(=CC=C2C=C(C=CC12)OCOC)F 8-ethynyl-7-fluoro-3-(methoxymethoxy)naphthalene